C(CC)C1SC[C@H](N1)C(=O)O (4R)-2-propylthiazolidine-4-carboxylic acid